3-{6-amino-5-[1-(2,6-dichloro-3-fluoro-phenyl)-ethoxy]-pyridin-3-yl}-N-(2-morpholin-4-yl-ethyl)-benzamide NC1=C(C=C(C=N1)C=1C=C(C(=O)NCCN2CCOCC2)C=CC1)OC(C)C1=C(C(=CC=C1Cl)F)Cl